(R)-tert-butyl (1-(4-((1-(4-formylphenyl)-2-oxo-1,2-dihydropyrimidin-4-yl)carbamoyl)-2-methylpiperazin-1-yl)-2-methyl-1-oxopropan-2-yl)carbamate C(=O)C1=CC=C(C=C1)N1C(N=C(C=C1)NC(=O)N1C[C@H](N(CC1)C(C(C)(C)NC(OC(C)(C)C)=O)=O)C)=O